6-(imidazo[1,2-a]pyrazine-3-carbonyl)-N-(5-(trifluoromethyl)pyridin-3-yl)-4,5,6,7-tetrahydrothieno[2,3-c]pyridine-3-carboxamide N=1C=C(N2C1C=NC=C2)C(=O)N2CC1=C(CC2)C(=CS1)C(=O)NC=1C=NC=C(C1)C(F)(F)F